6-[tert-butoxycarbonyl-(methyl)amino]-6-methyl-5,7-dihydro-4H-benzothiophene-3-carboxylic acid C(C)(C)(C)OC(=O)N(C1(CC2=C(C(=CS2)C(=O)O)CC1)C)C